ethyl α-cyano-2,4-hexadienoate C(#N)C(C(=O)OCC)=CC=CC